CC=1N=CC(=NC1)C(=O)NC=1C=NC(=CC1)[N+](=O)[O-] 5-methyl-N-(6-nitropyridin-3-yl)pyrazine-2-carboxamide